2-Hydroxy-3,5-dimethyl-2-cyclopenten-1-on OC=1C(C(CC1C)C)=O